2-(3,4-dimethylphenyl)-5-methyl-pyridine CC=1C=C(C=CC1C)C1=NC=C(C=C1)C